COC1=CC=2N(C=C1NC(=O)C1=NC(=CC=C1)C(F)(F)F)C=C(N2)CCOC N-[7-methoxy-2-(2-methoxyethyl)imidazo[1,2-a]pyridin-6-yl]-6-(trifluoromethyl)pyridine-2-carboxamide